(5-aminofuro[2,3-c]pyridin-2-yl)(2,6-difluoro-3,5-dimethoxyphenyl)methanone hydrochloride Cl.NC=1C=C2C(=CN1)OC(=C2)C(=O)C2=C(C(=CC(=C2F)OC)OC)F